N-(2-(dimethylamino)-2-(1-methyl-1H-indol-3-yl)ethyl)-1-methyl-1H-indole-6-sulfonamide CN(C(CNS(=O)(=O)C1=CC=C2C=CN(C2=C1)C)C1=CN(C2=CC=CC=C12)C)C